[N].CN1CCOCC1 N-methyl-morpholine nitrogen